C(CCCCCCCCCCCCCCCCCCCC)(=O)OC Methyl heneicosanoate